(1-(5-(4-Fluorophenyl)thiophen-2-yl)cyclopropyl)(4-methylpiperazin-1-yl)methanon FC1=CC=C(C=C1)C1=CC=C(S1)C1(CC1)C(=O)N1CCN(CC1)C